OC=1C=C(C=CC1OC)C=CC(=O)C1=CC=C(C=C1)C(F)(F)F 3-(3-Hydroxy-4-methoxyphenyl)-1-[4-(trifluoromethyl)phenyl]prop-2-en-1-one